BrC1=C2CCCC(C2=C(C=C1)[N+](=O)[O-])=O 5-bromo-8-nitro-tetralin-1-one